[Fr].C(C(O)C(O)C(=O)O)(=O)O tartaric acid Francium